C1(=CC=CC=C1)NC(=O)C1=CC=C(S1)C=1C=C(OC2CCN(CC2)C(=O)OCCCC)C=CC1 butyl 4-(3-(5-(phenylcarbamoyl)thiophen-2-yl)phenoxy)piperidine-1-carboxylate